Succinic acid bis-menthyl ester C1(CC(C(CC1)C(C)C)OC(CCC(=O)OC1CC(CCC1C(C)C)C)=O)C